C(C)(C)C1=C(C=CC(=C1)CC1=CNC2=CC(=CC=C12)[N+](=O)[O-])O 2-isopropyl-4-((6-nitro-1H-indol-3-yl)methyl)phenol